C(CCC)OC1=CC=C(OCCN2CCOCC2)C=C1 4-[2-(4-butoxyphenoxy)ethyl]morpholine